tert-Butyl 5-(3-(trifluoromethyl)phenyl)-3,4-dihydroisoquinoline-2(1H)-carboxylate FC(C=1C=C(C=CC1)C1=C2CCN(CC2=CC=C1)C(=O)OC(C)(C)C)(F)F